5-(4-((4-((5-(Trifluoromethyl)pyridin-2-yl)amino)piperidin-1-yl)sulfonyl)phenyl)-1H-indole-2-carbonitrile FC(C=1C=CC(=NC1)NC1CCN(CC1)S(=O)(=O)C1=CC=C(C=C1)C=1C=C2C=C(NC2=CC1)C#N)(F)F